BrC1=CC(=C(C=C1F)/C(=N/N=C(\Cl)/C1=C(C=C(C(=C1)F)Br)F)/Cl)F (Z)-4-bromo-N-[(1Z)-(4-bromo-2,5-difluorophenyl)(chloro)methylidene]-2,5-difluorobenzene-1-carbohydrazonoyl chloride